1-benzyl-7-chloro-2,4-dihydro-1H-3,1-benzoxazine-2,4-dione C(C1=CC=CC=C1)N1C(OC(C2=C1C=C(C=C2)Cl)=O)=O